C(#N)C1=CC(=C(C=C1)COC1=CC=CC(=N1)C1=CC(=C(C=C1F)CC=1N(C2=C(N1)C=CC(=C2)C(=O)O)[C@@H]2COCC2(C)C)F)F (S)-2-[[4-[6-[(4-cyano-2-fluoro-phenyl)methoxy]-2-pyridyl]-2,5-difluoro-phenyl]methyl]-3-(4,4-dimethyltetrahydrofuran-3-yl)benzimidazole-5-carboxylic acid